BrC1=C(C(=CC=C1)C(=O)O)C(=O)O 3-bromobenzene-1,2-dicarboxylic acid